C(C)[C@](C(=O)O)(CC1=C(C=CC=C1)OCC1=NC(=NC=C1)Cl)OC(C)=O.C1(C(CCC1)O)(O)O cyclopentanetriol ethyl-(2R)-2-acetoxy-3-[2-[(2-chloropyrimidin-4-yl)methoxy]phenyl]propanoate